4-acryloyl-2-methylpiperazin C(C=C)(=O)N1CC(NCC1)C